(1R,2S,5S)-3-[(2S)-2-(1,4-dioxane-2-carbonylamino)-3,3-dimethyl-butanoyl]-6,6-dimethyl-3-azabicyclo[3.1.0]hexane-2-carboxylic acid O1C(COCC1)C(=O)N[C@H](C(=O)N1[C@@H]([C@H]2C([C@H]2C1)(C)C)C(=O)O)C(C)(C)C